(S)-3-(5-bromo-3-((3-cyclopropyl-2-(2-ethoxy-2-oxoethyl)phenoxy)methyl)-1H-indazol-1-yl)pyrrolidine-1-carboxylic acid tert-butyl ester C(C)(C)(C)OC(=O)N1C[C@H](CC1)N1N=C(C2=CC(=CC=C12)Br)COC1=C(C(=CC=C1)C1CC1)CC(=O)OCC